N1CCNCCC1 1,4-Diazacycloheptane